6-(4-(((tert-butyldimethylsilyl)oxy)methyl)piperidin-1-yl)isoquinolin-1(2H)-one [Si](C)(C)(C(C)(C)C)OCC1CCN(CC1)C=1C=C2C=CNC(C2=CC1)=O